C(CCC)N1C(N(C(C(C1=O)=C(N)N)=O)C1=CC=C(C=C1)CN1C(N(C(C1(C)C)=O)C)=O)=O Butyl-5-(diaminomethylene)-3-(4-((3,5,5-trimethyl-2,4-dioxoimidazolidin-1-yl)methyl)phenyl)pyrimidine-2,4,6(1H,3H,5H)-trione